Methyl (E)-3-(7-(difluoromethoxy)-1-methyl-1H-benzo[d][1,2,3]triazol-5-yl)acrylate FC(OC1=CC(=CC2=C1N(N=N2)C)/C=C/C(=O)OC)F